dimethylsilyl-(3-phenyl-1-indenyl)(2,3,4,5-tetramethyl-1-cyclopentadienyl)zirconium C[SiH](C)[Zr](C1=C(C(=C(C1C)C)C)C)C1C=C(C2=CC=CC=C12)C1=CC=CC=C1